[N+](=O)([O-])CCOC(COC1=C(C=CC=C1)OC1=C(C=C(C(=C1)N1C(N(C(=CC1=O)C(F)(F)F)C)=O)F)Cl)=O 2-Nitroethyl-(2-{2-chloro-4-fluoro-5-[3-methyl-2,6-dioxo-4-(trifluoromethyl)-3,6-dihydropyrimidin-1(2H)-yl]phenoxy}phenoxy)acetat